C1(CC1)CNC(=O)C1=NC(=CC=C1)N1CCNCCC1 N-(Cyclopropylmethyl)-6-(1,4-diazepan-1-yl)pyridine-2-carboxamide